C#CC#CC#C 1,3,5-hexatriyne